N-(4-(8-amino-3-((1r,4r)-4-(hydroxymethyl)cyclohexyl)imidazo[1,5-a]pyrazin-1-yl)benzyl)-5-fluoro-2-methoxybenzamide NC=1C=2N(C=CN1)C(=NC2C2=CC=C(CNC(C1=C(C=CC(=C1)F)OC)=O)C=C2)C2CCC(CC2)CO